C(C)(C)(C)OC(=O)N1CC2C(C1)CCN2 octahydropyrrolo[2,3-c]pyrrole-5-carboxylic acid tert-butyl ester